N-Boc-4-piperidinecarboxylic acid C(=O)(OC(C)(C)C)N1CCC(CC1)C(=O)O